4-methoxy-2,6-dimethylphenyl-sulfonamide COC1=CC(=C(C(=C1)C)S(=O)(=O)N)C